6-(6-(2,6-difluoro-3,5-dimethoxyphenyl)-2-(methylthio)pyrido[3,4-d]pyrimidin-8-yl)-1-oxa-6-azaspiro[3.3]heptane FC1=C(C(=C(C=C1OC)OC)F)C1=CC2=C(N=C(N=C2)SC)C(=N1)N1CC2(CCO2)C1